1,1'-azobiscarbonyl-dipiperidine N(=NC(=O)N1CCCCC1)C(=O)N1CCCCC1